FC=1C=C(C=CC1C(=O)OC)CCC(=O)O 3-(3-fluoro-4-(methoxycarbonyl)phenyl)propionic acid